5-methylsulfonyl-4-oxo-1-[4-(trifluoromethoxy)phenyl]cinnoline-3-carboxylic acid pent-4-ynyl ester C(CCC#C)OC(=O)C1=NN(C2=CC=CC(=C2C1=O)S(=O)(=O)C)C1=CC=C(C=C1)OC(F)(F)F